4,4'-Diselanediyldianiline [Se]([Se]C1=CC=C(N)C=C1)C1=CC=C(N)C=C1